C(CC)[C@H]1CC[C@H](CC1)NC(C1=CC(=CC(=C1)NC(=O)[C@@H]1CC[C@@H](CC1)C(C)(C)C)NC(=O)[C@@H]1CC[C@@H](CC1)C(C)(C)C)=O N-(cis-4-n-propylcyclohexyl)-3,5-bis-[cis-4-tert-butylcyclohexylcarbonyl-amino]-benzamide